(S)-1-azido-37-oxo-40-(16-sulfohexadecanamido)-3,6,9,12,15,18,21,24,27,30,33-undecaoxa-36-azahentetracontan-41-oic acid N(=[N+]=[N-])CCOCCOCCOCCOCCOCCOCCOCCOCCOCCOCCOCCNC(CC[C@@H](C(=O)O)NC(CCCCCCCCCCCCCCCS(=O)(=O)O)=O)=O